ClC1=C(C=C(C(=O)NC=2SC(=C(N2)C)C2=CC=C3C(=NNC3=C2)\C=C\C2=NC=CC=C2)C=C1)C(F)(F)F (E)-4-chloro-N-(4-methyl-5-(3-(2-(pyridin-2-yl)vinyl)-1H-indazol-6-yl)thiazol-2-yl)-3-(trifluoromethyl)benzamide